[2-(4-cyclobutylmethoxy-phenylamino)-5-methyl-pyrimidin-4-ylamino]-3H-benzooxazol-2-one C1(CCC1)COC1=CC=C(C=C1)NC1=NC=C(C(=N1)NN1C(OC2=C1C=CC=C2)=O)C